fluoro-4'-methyl-N-{[4-(1-methyl-1H-imidazol-2-yl)-2,5-dioxoimidazolidin-4-yl]methyl}[biphenyl]-2-carboxamide FC1=C(C(=CC=C1)C1=CC=C(C=C1)C)C(=O)NCC1(NC(NC1=O)=O)C=1N(C=CN1)C